(5-((6-((S)-3-benzylisooxazolidin-2-yl)pyrimidin-4-yl)amino)-2-(4-cyclopropylpiperazin-1-yl)-4-methoxyphenyl)acrylamide C(C1=CC=CC=C1)[C@@H]1N(OCC1)C1=CC(=NC=N1)NC=1C(=CC(=C(C1)C(C(=O)N)=C)N1CCN(CC1)C1CC1)OC